FC1=CC=2N(C=C1NC(=O)N1CCC=3C1=NC=CC3N3C[C@@H](NCC3)C)C=C(N2)C (S)-N-(7-fluoro-2-methylimidazo[1,2-a]pyridin-6-yl)-4-(3-methylpiperazin-1-yl)-2,3-dihydro-1H-pyrrolo[2,3-b]pyridine-1-carboxamide